1-(exo-3-((4-((4-([1,2,4]Triazolo[1,5-a]pyridin-7-yloxy)-3-methylphenyl)amino)pyrido[3,2-d]pyrimidin-6-yl)oxy)-8-azabicyclo[3.2.1]octan-8-yl)prop-2-en-1-one N=1C=NN2C1C=C(C=C2)OC2=C(C=C(C=C2)NC=2C1=C(N=CN2)C=CC(=N1)OC1CC2CCC(C1)N2C(C=C)=O)C